S(=O)(=O)(C1=CC=C(C)C=C1)Cl.[Na] sodium tosylchloride